FC1=C2C[C@H](N(C2=CC=C1)CC=1C=C(C=C2C(C=C(OC12)N1CCOCC1)=O)C(=O)N(C)C)C (R)-8-((4-fluoro-2-methylindolin-1-yl)methyl)-N,N-dimethyl-2-morpholino-4-oxo-4H-chromene-6-carboxamide